ClC1=NN2C(N=CC3=C2[C@@](CN3C(=O)NC=3C=NN(C3)C(F)F)(C(F)(F)F)C)=C1 (R)-2-chloro-N-(1-(difluoromethyl)-1H-pyrazol-4-yl)-8-methyl-8-(trifluoromethyl)-7,8-dihydro-6H-pyrazolo[1,5-a]pyrrolo[2,3-e]pyrimidine-6-carboxamide